OCC1=C(C(=O)O)C=CC=C1 hydroxymethylbenzoic acid